C(C)(C)(C)OC(=O)N1CC2(C1)CN(C2)C2=CC=C(C=C2)N 6-(4-aminophenyl)-2,6-diazaspiro[3.3]heptane-2-carboxylic acid tert-butyl ester